ClC=1C=C(C=CC1NC[C@@H]1OC[C@H](CC1)OC)S(=O)(=O)N 3-Chloro-4-((((2R,5S)-5-methoxytetrahydro-2H-pyran-2-yl)methyl)amino)benzenesulfonamide